C(=O)(O)[C@H](CC(=O)N1CC2=C(C(=C(C(=C2C1)F)OCCCOC1=C(C2=C(SC(=C2)C(C[C@@H](C(=O)O)C)=O)C(=C1OC)F)Cl)OC)F)C (S)-4-(5-(3-((2-((S)-3-carboxybutanoyl)-4,7-difluoro-6-methoxy-isoindolin-5-yl)oxy)propoxy)-4-chloro-7-fluoro-6-methoxybenzo[b]thiophen-2-yl)-2-methyl-4-oxobutanoic acid